(S)-N-(5-(3,5-dimethylisoxazol-4-yl)-2-(((R)-2-methyl-4,5,6,7-tetrahydrobenzo[d]thiazol-6-yl)amino)phenyl)-6-piperidone CC1=NOC(=C1C=1C=CC(=C(C1)N1CCCCC1=O)N[C@H]1CC2=C(N=C(S2)C)CC1)C